C1=CC=C(C=C1)[C@@H]([C@H](C2=CC=CC=C2)N)N (1S,2S)-(-)-1,2-diphenyl-1,2-ethanediamine